C(C)[C@H]1[C@H]([C@@H]1C=1C=NN(C1)C)C(=O)NC=1N=CC2=CC(=C(C=C2C1)N1CCN(CC1)[C@]1(COC[C@H]1F)C)C (1R,2R,3R)-2-ethyl-N-[6-[(3S,4S)-4-(4-fluoro-3-methyl-tetrahydrofuran-3-yl)piperazin-1-yl]-7-methyl-3-isoquinolyl]-3-(1-methylpyrazol-4-yl)cyclopropanecarboxamide